C(#N)C1=CC=C(CC[C@@]2(CN(CC2)C(C)(C)C2=NC(=CC=C2)OC)C(=O)N)C=C1 (R)-3-(4-cyanophenethyl)-1-(2-(6-methoxypyridin-2-yl)propan-2-yl)pyrrolidine-3-carboxamide